rac-(1S,2S)-2-(4-methylpyrimidin-2-yl)cyclopropane-1-carboxamide CC1=NC(=NC=C1)[C@@H]1[C@H](C1)C(=O)N |r|